COC=1C=C(C=CC1OC)C1=NC2=C(N1C)C=CC(=C2)C2CCN(CC2)C2CCN(CC2)CC(C)C 2-(3,4-Dimethoxyphenyl)-5-(1'-isobutyl-[1,4'-bipiperidin]-4-yl)-1-methyl-1H-benzo[d]imidazol